C(C)(=O)SC1=CC=CC=C1 S-phenyl thioacetate